C(C)OC(C(=O)N(C)C)OCC C2,2-diethoxy-N,N-dimethylacetamide